C1(CC1)CN1C(=CC(=C1CC1=CC(=C(C=C1)S(N)(=O)=O)F)C1=CC(=CC=C1)C#CC1CC(C1)(F)F)C=1SC=C(N1)C(=O)O 2-(1-(cyclopropylmethyl)-4-(3-((3,3-difluorocyclobutyl)ethynyl)phenyl)-5-(3-fluoro-4-sulfamoylbenzyl)-1H-pyrrol-2-yl)thiazole-4-carboxylic acid